BrC1=COC=2C1=NC(=CC2N(C(OC(C)(C)C)=O)CC=2SC=CC2)Cl tert-butyl N-{3-bromo-5-chlorofuro[3,2-b]pyridin-7-yl}-N-(thiophen-2-ylmethyl)carbamate